4-[2-(3-chlorophenyl)-2,8-diazaspiro[4.5]decan-8-yl]-7-[(2-methoxyethyl)(methyl)amino]-1-methyl-2-oxo-1,2-dihydroquinoline-3-carboxamide ClC=1C=C(C=CC1)N1CC2(CC1)CCN(CC2)C2=C(C(N(C1=CC(=CC=C21)N(C)CCOC)C)=O)C(=O)N